NC=1C(=NC(=CC1)C1=CC2=C(C(=CC=C2C=C1)OC)NC(C=C)=O)C(=O)NC1CCN(CC1)CCO 3-amino-N-[1-(2-hydroxyethyl)piperidin-4-yl]-6-[7-methoxy-8-(prop-2-enamido)naphthalen-2-yl]pyridine-2-carboxamide